2-[7-(3-triflylbenzyl)-2,7-diazaspiro[3.5]nonane-2-carbonyl]-2,5-diazaspiro[3.4]octan-6-one S(=O)(=O)(C(F)(F)F)C=1C=C(CN2CCC3(CN(C3)C(=O)N3CC4(C3)NC(CC4)=O)CC2)C=CC1